methyl 2'-oxo-5'-(trifluoromethyl)spiro[cyclopropane-1,3'-indoline]-7'-carboxylate O=C1NC2=C(C=C(C=C2C12CC2)C(F)(F)F)C(=O)OC